7-(difluoro-methyl)-N-(2-(methoxy-d3)-4-(2-(tri-fluorometh-oxy)ethoxy)-phenyl)quinolin-4-amine FC(C1=CC=C2C(=CC=NC2=C1)NC1=C(C=C(C=C1)OCCOC(F)(F)F)OC([2H])([2H])[2H])F